(2R)-2-amino-1-ethoxy-3-ethyl-pentan-3-ol hydrochloride Cl.N[C@H](COCC)C(CC)(O)CC